N-(4-chlorophthalazin-1-yl)quinuclidin-3-amine ClC1=NN=C(C2=CC=CC=C12)NC1CN2CCC1CC2